FC=1C=2N(C3=C(C1)C(CC3(C)C)C(=O)O)N=C(C2)C 4-fluoro-2,8,8-trimethyl-7,8-dihydro-6H-cyclopenta[e]pyrazolo[1,5-a]pyridine-6-carboxylic acid